COC1=C(C(=O)C2=CC=CC=C2)C=C(C(=C1)OC)C(C1=C(C=CC=C1)OC)=O 2,4-dimethoxy-5-(o-methoxybenzoyl)benzophenone